1,4,8,11-tetraazacyclotetradecane Nickel (II) [Ni+2].N1CCNCCCNCCNCCC1